3-(3,3-difluorobutyl)-5-(4,4-difluorocyclohexyl)-2-fluoro-8-methoxy-7-(trifluoromethyl)-2,3,4,5-tetrahydrobenzo[b][1,4]thiazepine 1,1-dioxide FC(CCC1CN(C2=C(S(C1F)(=O)=O)C=C(C(=C2)C(F)(F)F)OC)C2CCC(CC2)(F)F)(C)F